1-(2-hydroxyethyl)amino-2-nitro-4-[di(2-hydroxyethyl)amino]benzene OCCNC1=C(C=C(C=C1)N(CCO)CCO)[N+](=O)[O-]